COC=1C=C(OC(C(=O)O)C)C=CC1OC 2-(3,4-dimethoxyphenoxy)propionic acid